CC(C)(C)S(=O)N=CC1=CC(=CC=C1)OC1=CC=CC=C1 2-methyl-N-(3-phenoxybenzylidene)propane-2-sulfinamide